quinoxalin-5-carbonitrile N1=CC=NC=2C(=CC=CC12)C#N